benzo[d][1,2]selenazol-3(2H)-one [Se]1NC(C2=C1C=CC=C2)=O